ClC=1C(=C2C(=NC1C)COC2(O)C)C 3-chloro-2,4,5-trimethyl-5,7-dihydrofuro[4,3-b]pyridin-5-ol